FC(C1=CC=C(C=C1)C1=CN=C(S1)N)(F)F 5-(4-(trifluoromethyl)phenyl)thiazol-2-amine